3-(5-(3-amino-7-((4-hydroxypiperidin-1-yl)methyl)-1H-pyrazolo[4,3-b]pyridin-5-yl)-1-oxoisoindolin-2-yl)piperidine-2,6-dione NC1=NNC=2C1=NC(=CC2CN2CCC(CC2)O)C=2C=C1CN(C(C1=CC2)=O)C2C(NC(CC2)=O)=O